Racemic-trans-3-(isoquinolin-4-yl)-2-oxo-1-(4-(trifluoromethyl)cyclohexyl)imidazolidine-4-carbonitrile C1=NC=C(C2=CC=CC=C12)N1C(N(C[C@@H]1C#N)[C@@H]1CC[C@H](CC1)C(F)(F)F)=O |&1:14|